ClC=1C=CC2=C(CC3(CC=4N2C(=NN4)[C@@H]4CN(CC4)CC=4C=NC=CC4)OCCO3)C1 8'-chloro-1'-[(3S)-1-(pyridin-3-ylmethyl)pyrrolidin-3-yl]-4'H,6'H-spiro[1,3-dioxolan-2,5'-[1,2,4]triazolo[4,3-a][1]benzazepine]